C(#N)C1=CC=C(C=C1)C(C(=O)O)(C)F 2-(4-cyanophenyl)-2-fluoropropionic acid